(S)-6-bromo-5-fluoro-1'-(5-(quinolin-4-ylthio)pyrazin-2-yl)-1,3-dihydrospiro[indene-2,4'-piperidin]-1-amine BrC1=C(C=C2CC3(CCN(CC3)C3=NC=C(N=C3)SC3=CC=NC4=CC=CC=C34)[C@@H](C2=C1)N)F